C1(CC1)C=1C(=NC=CN1)N1C(N=C(C2=C1N=C(C(=C2)F)C2=C(C=CC=C2O)F)N2[C@H](CN(CC2)C(C=C)=O)C)=O 1-(3-cyclopropyl-2-pyrazinyl)-6-fluoro-7-(2-fluoro-6-hydroxyphenyl)-4-((2S)-2-methyl-4-(2-propenoyl)-1-piperazinyl)pyrido[2,3-d]pyrimidin-2(1H)-one